C1(CC1)C=1C=C(C(N(C1)[C@H]1COCCC1)=O)NC=1N(C=2C(=NC=C(C2OC)OC=2C=NN3C2C=NC=C3)N1)C (R)-5-cyclopropyl-3-((7-methoxy-1-methyl-6-(pyrazolo[1,5-a]pyrazin-3-yloxy)-1H-imidazo[4,5-b]pyridin-2-yl)amino)-1-(tetrahydro-2H-pyran-3-yl)pyridin-2(1H)-one